Hexyl ((4-(aminomethyl)phenyl)(imino)methyl)carbamate trifluoroacetate salt FC(C(=O)O)(F)F.NCC1=CC=C(C=C1)C(=N)NC(OCCCCCC)=O